2-HYDROXY-5-(METHYLSULFANYL)BENZALDEHYDE OC1=C(C=O)C=C(C=C1)SC